8,9-diphenyl-pentacene C1(=CC=CC=C1)C1=C2C=C3C=C4C=C5C=CC=CC5=CC4=CC3=CC2=CC=C1C1=CC=CC=C1